CC1=CC=C(C=N1)[C@@H]1NOCC1 (R)-3-(6-methylpyridin-3-yl)isoxazolidine